(3aR,8aS)-3a,8-dimethyl-1-(methyl-d3)-1,2,3,3a,8,8a-hexahydropyrrolo[2,3-b]indol-5-ol C[C@]12[C@H](N(C3=CC=C(C=C13)O)C)N(CC2)C([2H])([2H])[2H]